(2-{[2-methoxy-1-(pyridin-2-yl)ethyl]amino}-1,3-thiazol-5-yl)[(3R)-3-methyl[1,4'-bipiperidine]-1'-yl]methanone COCC(C1=NC=CC=C1)NC=1SC(=CN1)C(=O)N1CCC(CC1)N1C[C@@H](CCC1)C